C(C)(C)(C)OC(C1=CN=C(C=C1)N1N=CC(=C1O)C1=CC=C(C=C1)C#N)=O 6-(4-(4-Cyanophenyl)-5-hydroxy-1H-pyrazol-1-yl)nicotinic acid tert-butyl ester